benzofuran-4-ol O1C=CC=2C1=CC=CC2O